2-(6-amino-1H-indazol-1-yl)acetonitrile NC1=CC=C2C=NN(C2=C1)CC#N